C[C@@H](C(=O)OCCC1=CC=CC=C1)CC |r| (+-)-2-PHENYLETHYL 2-METHYLBUTANOATE